gamma-(4-propargyloxybenzyl)-L-glutamic acid C(C#C)OC1=CC=C(CC(C[C@H](N)C(=O)O)C(=O)O)C=C1